FC1=C(C=CC=C1)C1=C2C=CN(C(C2=CN=C1)=O)CC=1N=C2N(C=C(C=C2)C)C1 5-(2-fluorophenyl)-2-((6-methylimidazo[1,2-a]pyridin-2-yl)methyl)-2,7-naphthyridin-1(2H)-one